FS(=O)(=O)N1C(N(C=C1)C)C 1-(fluorosulfonyl)-2,3-dimethylimidazole